tris[(1-benzyl-1H-1,2,3-triazol-4-yl)methyl]amine C(C1=CC=CC=C1)N1N=NC(=C1)CN(CC=1N=NN(C1)CC1=CC=CC=C1)CC=1N=NN(C1)CC1=CC=CC=C1